diethoxy-[3-[(3-ethyloxetan-3-yl)methoxy]propyl]-methylsilane C(C)O[Si](C)(CCCOCC1(COC1)CC)OCC